7-hydroxy-2-(3-hydroxy-4-methoxyphenyl)-3-ethoxychroman OC1=CC=C2CC(C(OC2=C1)C1=CC(=C(C=C1)OC)O)OCC